NC1=NC2=C(C=CC=C2C(=N1)C(=O)NCC1=C(C=CC=C1)C1=NC=CC=N1)F 2-amino-8-fluoro-N-[(2-pyrimidin-2-ylphenyl)methyl]quinazoline-4-carboxamide